OC1=C(C(=CC(=C1S(=O)(=O)NC(C)C)CCCCC)O)C1=C(C=CC(=C1)C)C(=C)C 2,6-dihydroxy-N-isopropyl-5'-methyl-4-pentyl-2'-(prop-1-en-2-yl)-[1,1'-biphenyl]-3-sulfonamide